ClC1=C(C2=C(NC3(CN(CC3)C(=O)C3=CC=C(C=C3)C=C(C(=O)N)C)C(N2C)=O)N=C1)C=1C=NN(C1)C (4-(7-chloro-1-methyl-8-(1-methyl-1H-pyrazol-4-yl)-2-oxo-1,4-dihydro-2H-spiro[pyrido[2,3-b]pyrazine-3,3'-pyrrolidine]-1'-carbonyl)phenyl)methacrylamide